C1(CCC1)C(=O)OC(N[C@H](C(=O)NC1=CC=C(C=C1)CO)CCCCN(C)C)=O (S)-1-((6-(dimethylamino)-1-((4-(hydroxymethyl) phenyl) amino)-1-oxohexane-2-yl) carbamoyl) cyclobutane-1-carboxylate